3-hydroxy-methyl-4-hydroxy-phenylhydrazine OC=1C=C(C=CC1O)N(N)C